N-[3-(4-{6-[(tert-butyldimethylsilyl)oxy]-3-{[(E)-(phenylmethylidene)amino]oxy}hexyl}-1,4-diazepan-1-yl)propyl]-3,4-dichloro-5-hydroxybenzamide [Si](C)(C)(C(C)(C)C)OCCCC(CCN1CCN(CCC1)CCCNC(C1=CC(=C(C(=C1)O)Cl)Cl)=O)O/N=C/C1=CC=CC=C1